1,2,2,5,5-pentamethyl-1-aza-2,5-disilacyclopentane CN1[Si](CC[Si]1(C)C)(C)C